N1(CCCCC1)CC(=O)NC1=CC=C(C=C1)OC1CC(C1)N1CCCCC1 2-(piperidin-1-yl)-N-(4-(3-(piperidin-1-yl)cyclobutoxy)phenyl)acetamide